ClC1=C(C=CC=C1)CC(=O)NC1=CC(=C2CNN(C2=C1)CC(C)C)S(N)(=O)=O 2-(2-chlorophenyl)-N-(1-isobutyl-4-sulfamoyl-2H-indazol-6-yl)acetamide